2-chloro-5-(dimethylamino)-4-((pyrrolidin-1-ylsulfonyl)carbamoyl)benzoic acid ClC1=C(C(=O)O)C=C(C(=C1)C(NS(=O)(=O)N1CCCC1)=O)N(C)C